diethyl-4,4'-diaminobiphenyl C(C)C=1C(=C(C=CC1N)C1=CC=C(C=C1)N)CC